N-(1-cyano-2-ethylperoxyethyl)-2-naphthamide C(#N)C(COOCC)NC(=O)C1=CC2=CC=CC=C2C=C1